2-Chloro-4-((S)-8-(4-(4-(4-(3-(((S)-2,6-dioxo-piperidin-3-yl)amino)-phenyl)piperazin-1-yl)-piperidine-1-carbonyl)-phenyl)-3-methyl-2,8-diazaspiro[4.5]decan-2-yl)benzonitrile ClC1=C(C#N)C=CC(=C1)N1CC2(C[C@@H]1C)CCN(CC2)C2=CC=C(C=C2)C(=O)N2CCC(CC2)N2CCN(CC2)C2=CC(=CC=C2)N[C@@H]2C(NC(CC2)=O)=O